NC=1N=NC(=CC1N1CCC(CC1)(C1=CC=CC=C1)NC(CCCN1CCC(CC1)C1=CC=C(C=C1)NC1C(NC(CC1)=O)=O)=O)C1=C(C=CC=C1)O N-[1-[3-amino-6-(2-hydroxyphenyl)pyridazin-4-yl]-4-phenyl-4-piperidyl]-4-[4-[4-[(2,6-dioxo-3-piperidyl)amino]phenyl]-1-piperidyl]butanamide